methyl 4-(2-(1,2-difluoroethyl)-3,5-difluorophenyl)-2-(fluoromethyl)-5-oxo-1,4,5,7-tetrahydrofuro[3,4-b]pyridine-3-carboxylate FC(CF)C1=C(C=C(C=C1F)F)C1C2=C(NC(=C1C(=O)OC)CF)COC2=O